2-(3'-dodecyl-2'-hydroxy-5'-methylphenyl)-benzotriazole C(CCCCCCCCCCC)C=1C(=C(C=C(C1)C)N1N=C2C(=N1)C=CC=C2)O